FC1=CC=C(C=C1)N1C(N(C=C(C1=O)C(=O)Cl)CCO)=O 3-(4-fluorophenyl)-1-(2-hydroxyethyl)-2,4-dioxo-1,2,3,4-tetrahydropyrimidine-5-carbonyl chloride